C1=C(C=CC2=CC(=CC=C12)S(=O)(=O)O)S(=O)(=O)O naphthalene-2,6-disulfonic acid